BrC=1C=CC=2N(C3=CC=CC=C3C2C1)C1=NC(=NC(=N1)N1C2=CC=CC=C2C=2C=CC=CC12)N1C2=CC=CC=C2C=2C=CC=CC12 9,9'-(6-(3-bromo-9H-carbazol-9-yl)-1,3,5-triazine-2,4-diyl)bis(9H-carbazole)